[Br-].CC1([NH+](C(CCC1)(C)C)[O-])C 2,2,6,6-tetramethylpiperidine oxide, bromide salt